[Si](C)(C)(C(C)(C)C)O[C@H]1[C@H]([C@@H](O[C@@H]1CNCC(F)(F)F)N1C(NC(C=C1)=O)=O)OC 1-((2R,3R,4R,5R)-4-((tert-butyldimethylsilyl)oxy)-3-methoxy-5-(((2,2,2-trifluoroethyl)amino)methyl)tetrahydrofuran-2-yl)pyrimidine-2,4(1H,3H)-dione